methyl 5-(methyl(phenyl)amino)-[1,2,4]triazolo[4,3-a]quinazoline-7-carboxylate CN(C1=NC=2N(C3=CC=C(C=C13)C(=O)OC)C=NN2)C2=CC=CC=C2